CC1=C(C(=CC(=C1)C)C)N1C(N(CC1)C1=C(C=C(C=C1C)C)C)=[Ru-6](=C1C=C(C2=CC=CC=C12)C1=CC=CC=C1)(Cl)(Cl)=C1N(CCN1C1=C(C=C(C=C1C)C)C)C1=C(C=C(C=C1C)C)C bis[1,3-bis(2,4,6-trimethylphenyl)-2-imidazolidinylidene]dichloro(3-phenyl-1H-inden-1-ylidene)ruthenium(II)